methyl 3-(4-(3,4-difluoro-2-(trifluoromethyl)phenyl)piperidine-1-carbonyl)-6,7-dihydro-1H-pyrazolo[4,3-c]pyridine-5(4H)-carboxylate FC=1C(=C(C=CC1F)C1CCN(CC1)C(=O)C1=NNC2=C1CN(CC2)C(=O)OC)C(F)(F)F